C1(=CC=CC2=CC=CC=C12)C(C[N+]1=CN(C=C1)C)=O 3-[2-α-naphthyl-2-oxoethyl]-1-methylimidazolium